(E)-1-(4-hydroxyphenyl)-3-(pyridin-2-yl)prop-2-en-1-one OC1=CC=C(C=C1)C(\C=C\C1=NC=CC=C1)=O